(S)-10-chloro-2-cyclopentyl-N-((1-isopropylpyrrolidin-2-yl)methyl)-1-oxo-1,2-dihydropyrazino[1,2-a]indole-4-carboxamide ClC1=C2N(C=3C=CC=CC13)C(=CN(C2=O)C2CCCC2)C(=O)NC[C@H]2N(CCC2)C(C)C